(R)-1-(3-((3'-(3-((4-aminophenylethyl)amino)propoxy)-2,2'-dimethyl-[1,1'-biphenyl]-3-yl)oxy)propyl)pyrrolidin-3-ol NC1=CC=C(C=C1)CCNCCCOC=1C(=C(C=CC1)C1=C(C(=CC=C1)OCCCN1C[C@@H](CC1)O)C)C